4-((6-chloro-7H-purin-7-yl)methyl)phenylboronic acid ClC1=C2N(C=NC2=NC=N1)CC1=CC=C(C=C1)B(O)O